(5-chloroisoindolin-2-yl)-N-(2-fluoro-3-methoxyphenyl)-3-isopropyl-7-(1H-pyrazol-4-yl)pyrazolo[1,5-a]pyrimidine-2-carboxamide ClC=1C=C2CN(CC2=CC1)C1=NC=2N(C(=C1)C=1C=NNC1)N=C(C2C(C)C)C(=O)NC2=C(C(=CC=C2)OC)F